(R)-4-chloro-5,8,8-trimethyl-5-phenyl-3-(trifluoromethyl)-5,8,9,10-tetrahydrobenzo[b][1,8]naphthyridin-6(7H)-one ClC=1C=2[C@@](C3=C(NC2N=CC1C(F)(F)F)CC(CC3=O)(C)C)(C3=CC=CC=C3)C